C(C)(=O)N1CCC(CC1)OC1=C(C=C(C=C1)C(F)(F)F)NC(=O)NC1CC2(CN(C2)C(=O)C2=C3N(N=C2)C=CN3C)C1 1-(2-((1-acetylpiperidin-4-yl)oxy)-5-(trifluoromethyl)phenyl)-3-(2-(1-methyl-1H-imidazo[1,2-b]pyrazole-7-carbonyl)-2-azaspiro[3.3]heptan-6-yl)urea